[NH4+].ClC1=CC(=C(C=C1)CON1N=C(C=C1)C1CCN(CC1)CC1=NC2=C(N1C[C@H]1OCC1)C=C(C=C2)C(=O)[O-])F 2-[(4-{1-[(4-chloro-2-fluorophenyl)methoxy]-1H-pyrazol-3-yl}piperidin-1-yl)methyl]-1-{[(2S)-oxetan-2-yl]methyl}-1H-benzimidazole-6-carboxylic acid, ammonium salt